Methyl (E)-2-{2-[6-(2-cyanophenoxy)pyrimidin-4-yloxy]phenyl}-3-methoxyacrylate C(#N)C1=C(OC2=CC(=NC=N2)OC2=C(C=CC=C2)/C(/C(=O)OC)=C\OC)C=CC=C1